4-(2-(ethyl(N-ethyl-N-(2,4,6-trichlorophenyl)sulfamoyl)amino)acetamido)adamantane-1-carboxamide C(C)N(CC(=O)NC1C2CC3(CC(CC1C3)C2)C(=O)N)S(N(C2=C(C=C(C=C2Cl)Cl)Cl)CC)(=O)=O